FC=1C(=CC=C2C(N(C(NC12)=O)C)=O)CN1CCN(CC1)C=1C=CC(=NC1C)C(=O)NC 5-(4-((8-fluoro-3-methyl-2,4-dioxo-1,2,3,4-tetrahydroquinazolin-7-yl)methyl)piperazin-1-yl)-N,6-dimethylpicolinamide